suberate (octyl salicylate) C(CCCCCCC)OC=1C(C(=O)O)=CC=CC1.C(CCCCCCC(=O)O)(=O)O